C1(=CC=CC=C1)C1=CC(=NC2=CC=C(C=C12)CCC)OCC(=O)O 2-[(4-phenyl-6-propylquinolin-2-yl)oxy]acetic acid